1H-benzisoquinoline C1NC=CC2=CC=C3C(=C12)C=CC=C3